[OH-].[Ca+2].O.[OH-] water calcium hydroxide